CC(C)(C(C)(C)C)N 2,3,3-trimethylbutan-2-amine